2,2-bis(4-methoxyphenyl)acetaldehyde COC1=CC=C(C=C1)C(C=O)C1=CC=C(C=C1)OC